ClCCN1N=C2C(=CC=C(C2=C1)N1CCNCC1)C(=O)NC=1C=C(C=2N(C1)C=C(N2)C)F 2-(2-chloroethyl)-N-{8-fluoro-2-methylimidazo[1,2-a]pyridin-6-yl}-4-(piperazin-1-yl)indazole-7-carboxamide